F.F hydrofluoric acid, hydrofluoride